N-(3-((6aR,7aS)-3-((1-methyl-1H-pyrazol-4-yl)amino)-6-oxo-6,6a,7,7a-tetrahydro-5H-cyclopropa[4,5]pyrido[2,3-d]pyrimidin-5-yl)phenyl)acrylamide CN1N=CC(=C1)NC1=NC=C2C(=N1)N(C([C@H]1[C@@H]2C1)=O)C=1C=C(C=CC1)NC(C=C)=O